(E)-3-(2-butoxy-6-(trifluoromethyl)pyridin-3-yl)-N-(2-oxo-2,3-dihydro-1H-benzo[d]imidazol-4-yl)acrylamide C(CCC)OC1=NC(=CC=C1/C=C/C(=O)NC1=CC=CC=2NC(NC21)=O)C(F)(F)F